5-(1-ethylcyclooctyloxycarbonyl)-bicyclo[2.2.1]Hept-2-ene C(C)C1(CCCCCCC1)OC(=O)C1C2C=CC(C1)C2